(S)-1-(2-((2-(2,4-difluoro-6-methoxyphenyl)pyrimidin-4-yl)amino)-5-((1-(trifluoromethyl)-1H-pyrazol-4-yl)ethynyl)pyridin-4-yl)piperidin-3-ol FC1=C(C(=CC(=C1)F)OC)C1=NC=CC(=N1)NC1=NC=C(C(=C1)N1C[C@H](CCC1)O)C#CC=1C=NN(C1)C(F)(F)F